BrC1=C(SC2=C1CCC(C2)N(C(OC(C)(C)C)=O)C)C tert-butyl N-(3-bromo-2-methyl-4,5,6,7-tetrahydrobenzothiophen-6-yl)-N-methylcarbamate